COC1=CC(=NC=C1[N+](=O)[O-])SC 4-methoxy-2-(methylthio)-5-nitropyridine